(S)-1-((1-(((tert-butyldimethylsilyl)oxy)methyl)cyclopentyl)methyl)-6-chloro-3-(3-methoxypyrrolidin-1-yl)-1H-pyrazolo[4,3-c]pyridine [Si](C)(C)(C(C)(C)C)OCC1(CCCC1)CN1N=C(C=2C=NC(=CC21)Cl)N2C[C@H](CC2)OC